BrC1=CC=C(C(=O)N([C@H](CN2CCCC2)C(C)C)CCOC)C=C1 (S)-4-Bromo-N-(2-methoxyethyl)-N-(3-methyl-1-(pyrrolidin-1-yl)butan-2-yl)benzamide